Ammonium 4'-[(1-{[4-(trifluoromethyl)phenyl]carbamoyl}-D-prolyl)amino][1,1'-biphenyl]-4-carboxylate FC(C1=CC=C(C=C1)NC(=O)N1[C@H](CCC1)C(=O)NC1=CC=C(C=C1)C1=CC=C(C=C1)C(=O)[O-])(F)F.[NH4+]